C(C=1C(O)=CC=C(O)C1)(=O)[O-] Gentisat